2-(4-(4-aminopyridin-2-yl)piperazin-1-yl)ethanol NC1=CC(=NC=C1)N1CCN(CC1)CCO